Cl.COC1=CC=CC=2NC(=NC21)CN 1-(4-methoxy-1H-benzimidazol-2-yl)methylamine hydrochloride